N[S@](=NC(CC=1C(=NC=C(C1C(C)C)F)C(C)C)=O)(=O)C=1SC=C(C1)C(C)(C)O (R)-N-(amino(4-(2-hydroxypropan-2-yl)thiophen-2-yl)(oxo)-λ6-sulfaneylidene)-2-(5-fluoro-2,4-diisopropylpyridin-3-yl)acetamide